ON=C(C1=CC(=CC=C1)OC1=NC=C(C=C1)I)N N'-hydroxy-3-((5-iodopyridin-2-yl)oxy)benzamidine